2-(4-(allyloxy)styryl-4,6-dimethoxyphenyl)-1-(3,4-dichlorobenzyl)-1H-imidazole C(C=C)OC1=CC=C(C=CC2=C(C(=CC(=C2)OC)OC)C=2N(C=CN2)CC2=CC(=C(C=C2)Cl)Cl)C=C1